CC(CC=O)CCC=C(C)C 3,7-dimethyl-oct-6-ene-1-al